(9,9'-dimethyl-9H-fluoren-2-yl)boronic acid CC1(C2=CC=CC=C2C=2C=CC(=CC12)B(O)O)C